COCOC1=C(C=CC=C1)OC(F)(F)F 1-(methoxymethoxy)-2-(trifluoromethoxy)benzene